FC1([C@@H](O[C@@H]([C@H]1O)CO)N1C(N=C(C=C1)NC(C1=NC=C(C=C1)[N+](=O)[O-])=O)=O)F N-(1-((2R,4R,5R)-3,3-difluoro-4-hydroxy-5-(hydroxymethyl)tetrahydrofuran-2-yl)-2-oxo-1,2-dihydropyrimidin-4-yl)-5-nitropicolinamide